(1-(2-(6-(cyclopropylmethyl)-2-(trifluoromethyl)-6H-furo[2,3-b]pyrrol-5-yl)-7-methoxy-1-methyl-1H-benzo[d]imidazole-5-carbonyl)piperidin-3-yl)carbamic acid tert-butyl ester C(C)(C)(C)OC(NC1CN(CCC1)C(=O)C1=CC2=C(N(C(=N2)C2=CC3=C(N2CC2CC2)OC(=C3)C(F)(F)F)C)C(=C1)OC)=O